C(C1=CC=CC=C1)N(CCOCCO)CC1=CC=CC=C1 2-(2-(dibenzylamino)ethoxy)ethanol